COC1=CC=C2NC=C(CCN(C)C)C2=C1 5-methoxy-N,N-dimethyl-tryptamine